4-Nitrobenzene (S)-(1-(thien-2-yl)ethyl)carbamate S1C(=CC=C1)[C@H](C)NC(O)=O.[N+](=O)([O-])C1=CC=CC=C1